CC1(OB(OC1(C)C)\C=C\C)C 4,4,5,5-tetramethyl-2-[(E)-prop-1-enyl]-1,3,2-dioxaborolane